NC1=CC=C(C=N1)NC(C1=CC(=C(C(=O)NC2=CC(=C(C=C2)Cl)C2=NC=CC=C2)C=C1)Cl)=O N4-(6-aminopyridin-3-yl)-2-chloro-N1-(4-chloro-3-(pyridin-2-yl)phenyl)terephthalamide